(2R,4S)-N-((S)-1-(((6-amino-2-methylpyridin-3-yl)methyl)amino)-1-oxopropan-2-yl)-4-(2,4-dichlorobenzyl)pyrrolidine-2-carboxamide dihydrochloride Cl.Cl.NC1=CC=C(C(=N1)C)CNC([C@H](C)NC(=O)[C@@H]1NC[C@H](C1)CC1=C(C=C(C=C1)Cl)Cl)=O